CN(C(O[C@@H](CC\C=C\C(=O)N(C)C)C(NC=1C(N(C=CC1)CC1=NC2=C(N1)C=CC(=C2)F)=O)=O)=O)C (E,1S)-6-(dimethylamino)-1-[[1-[(5-fluoro-1H-benzimidazol-2-yl)methyl]-2-oxo-3-pyridyl]carbamoyl]-6-oxo-hex-4-enyl N,N-dimethylcarbamate